1-octadecanoyl-2-(7Z,10Z,13Z,16Z-docosatetraenoyl)-glycero-3-phospho-(1'-sn-glycerol) CCCCCCCCCCCCCCCCCC(=O)OC[C@H](COP(=O)(O)OC[C@H](CO)O)OC(=O)CCCCC/C=C\C/C=C\C/C=C\C/C=C\CCCCC